C(CCCCCCCCC)C(=CC(=O)OCC)CCCCCCCCCC Ethyl 3-Decyltridec-2-Enoate